hydroxymethylphenyl-4-hydroxymethylbenzoic acid OCC=1C(=C(C(=O)O)C=CC1CO)C1=CC=CC=C1